C1(CC1)C1=C(C(=NO1)C1=C(C=CC=C1Cl)Cl)COC1C[C@H]2CC[C@@H](C1)N2C2=NN=C(O2)C2=CC=C(C(=O)O)C=C2 4-(5-((1r,3r,5s)-3-((5-cyclopropyl-3-(2,6-dichlorophenyl)isoxazol-4-yl)methoxy)-8-azabicyclo[3.2.1]oct-8-yl)-1,3,4-oxadiazol-2-yl)benzoic acid